FC=1C(=NC(=CC1)F)[C@@H]1N(CCC1)C1=NC=2N(C=C1)N=CC2I (R)-5-(2-(3,6-difluoropyridin-2-yl)pyrrolidin-1-yl)-3-iodopyrazolo[1,5-a]pyrimidine